C(C)N(CC)[SiH](O[Si](O[Si](C)(C)C)(C1=CC=CC=C1)C1=CC=CC=C1)C diethylaminotetramethyl-Diphenyltrisiloxane